CC(COC(COC(NC1=C2CCCC2=CC=2CCCC12)=O)=O)C.C(CCCCCCCCC)NC=O decyl-formamide 2-methylpropyl-2-{[(1,2,3,5,6,7-hexahydro-s-indacen-4-yl)carbamoyl]oxy}acetate